FC1(CC(CC1)C(C(=O)NC1=CC(=NO1)C=1OC=CC1)C1=CC=C(C=C1)C=1N=NN(N1)C)F 2-(3,3-Difluorocyclopentyl)-N-(3-(furan-2-yl)isoxazol-5-yl)-2-(4-(2-methyl-2H-tetrazol-5-yl)phenyl)acetamide